2-(2-{3-[(trimethylsilyl)oxy]phenyl}propyl)-1,3-dioxolane-4-carbaldehyde C[Si](OC=1C=C(C=CC1)C(CC1OCC(O1)C=O)C)(C)C